CC1=C(OC=2CCC3=CN(N=C3C21)C[C@@H]2OCC2)C(=O)OCC ethyl 8-methyl-2-([(2R)-oxetan-2-yl]methyl)-4,5-dihydro-2H-furo[2,3-g]indazole-7-carboxylate